2-propylmercapto-5-(3-cyanophenyl)-5,6-dihydropyrido[2,3-d]pyrimidine-4,7(3H,8H)-dione C(CC)SC=1NC(C2=C(N1)NC(CC2C2=CC(=CC=C2)C#N)=O)=O